C(C)(C)(C)OC(=O)NC=1C(=CC2=C(N=C(N2C[C@H]2OCC2)CN2CCC(CC2)C2=NC(=CC=C2)OCC2=C(C=C(C=C2)C#N)F)C1)C(=O)O 6-(tert-butoxycarbonylamino)-2-[[4-[6-[(4-cyano-2-fluoro-phenyl)methoxy]-2-pyridyl]-1-piperidyl]methyl]-3-[[(2S)-oxetan-2-yl]methyl]benzimidazole-5-carboxylic acid